(3-(3-(8-methoxyquinolin-5-yl)-1H-pyrazolo[3,4-b]pyrazin-6-yl)-7-(5-methylisoxazol-3-yl)-3-azabicyclo[4.1.0]heptan-7-yl)methanamine COC=1C=CC(=C2C=CC=NC12)C1=NNC2=NC(=CN=C21)N2CC1C(C1CC2)(C2=NOC(=C2)C)CN